C1(CCCC1)NC1=CC=C(C=C1)C1C(CC2C(N1C(C1=C(C=CC=C1C)F)=O)CCC2)C(=O)NC=2C=C1C=NN(C1=CC2)C 2-[4-(cyclopentylamino)phenyl]-1-(2-fluoro-6-methyl-benzoyl)-N-(1-methylindazol-5-yl)-2,3,4,4a,5,6,7,7a-octahydrocyclopenta[b]-pyridine-3-carboxamide